difluorohydroxyboric acid FOB(OO)OF